N1(CCC=2C=NC=CC21)C=O (2,3-dihydro-1H-pyrrolo[3,2-c]pyridin-1-yl)methanone